CC(C)(CCCCCCCCCCCC)C1=NOC(N1)=O 3-(2-methyltetradecan-2-yl)-1,2,4-oxadiazol-5(4H)-one